FC(OC=1C=C2C(=NC=NC2=CC1)N1CC2(C1)CCN(CC2)C(=O)OCCCC)(F)F butyl 2-[6-(trifluoromethoxy)quinazolin-4-yl]-2,7-diazaspiro[3.5]nonane-7-carboxylate